2-mercapto-ethyl-2-methyl-1,3-propylene glycol SCCC(C(CO)C)O